9-(tert-Butylamino-methyl)-2-(2,3-dihydro-[1,4]dioxino[2,3-b]pyridin-2-ylmethoxy)-6,7-dihydro-pyrimido[6,1-a]isoquinolin-4-one C(C)(C)(C)NCC=1C=C2CCN3C(C2=CC1)=CC(=NC3=O)OCC3OC=1C(=NC=CC1)OC3